C(C)C=CCN1CCCCC1 Ethylallylpiperidine